CC(CCNC1=C(C=C(C=C1)[N+](=O)[O-])S(=O)(=O)N)(C)C (3,3-dimethylbutylamino)-5-nitro-benzenesulfonamide